CN(N=C1CC2(CN(C2)C(=O)OC(C)(C)C)C1)C tert-butyl 6-(dimethylhydrazono)-2-azaspiro[3.3]heptane-2-carboxylate